ClC=1C(=C(C(=CC1)N1N=NN=C1)C1=CCN2[C@H](CC[C@H]2C1)C=1NC(=CN1)C1=C(C(=NC=C1)NC)F)F (3R,8aS)-7-(3-Chloro-2-fluoro-6-(1H-tetrazol-1-yl)phenyl)-3-(5-(3-fluoro-2-(methylamino)pyridin-4-yl)-1H-imidazol-2-yl)-2,3,8,8a-tetrahydroindolizin